bis(2-(3,4-dihydroxyphenyl)ethyl)amid OC=1C=C(C=CC1O)CC[N-]CCC1=CC(=C(C=C1)O)O